4-[(Z)-(3-bromo-1-naphthalenyl)(methoxyimino)methyl]-5-hydroxy-2,6-dimethyl-3(2H)-pyridazinone BrC=1C=C(C2=CC=CC=C2C1)/C(/C=1C(N(N=C(C1O)C)C)=O)=N/OC